1-((3-chloro-1-(3,3-dimethylbutanoyl)-1H-pyrrolo[2,3-b]pyridin-4-yl)methyl)-3-(4-methoxy-3-(pentyloxy)phenyl)tetrahydropyrimidin-2(1H)-one ClC1=CN(C2=NC=CC(=C21)CN2C(N(CCC2)C2=CC(=C(C=C2)OC)OCCCCC)=O)C(CC(C)(C)C)=O